stearyl chloride C(CCCCCCCCCCCCCCCCC)Cl